C(C)C=1C(NC2=C(N1)N=CC(=C2)CO)=O 3-ethyl-7-hydroxymethylpyrido[2,3-b]pyrazin-2(1H)-one